N'-((1,2,3,5,6,7-hexahydrodicyclopenta[b,e]pyridin-8-yl)carbamoyl)-4-(2-hydroxypropan-2-yl)-5-methylfuran-2-sulfonimidamide C1CCC2=NC3=C(C(=C21)NC(=O)N=S(=O)(N)C=2OC(=C(C2)C(C)(C)O)C)CCC3